C(CCCCCCCCCCC)NC1=CC=NC2=CC=CC=C12 N-(Dodecyl)quinolin-4-amine